Cl.Cl.C(C(C)C)(=N)N isobutyramidine dihydrochloride